(3-(2-cyano-4-((2-methyl-1H-imidazol-1-yl)methyl)phenyl)-5-isobutylthiophene-2-yl)sulfonylcarbamic acid methyl ester COC(NS(=O)(=O)C=1SC(=CC1C1=C(C=C(C=C1)CN1C(=NC=C1)C)C#N)CC(C)C)=O